C(C)(C)(C)OC(=O)NC1CCN(CC1)C1=C(C(=NC=C1C1=CC(=CC(=C1)C)F)C(=O)OC)C1=NC2=C(N1)C=C(C=C2OC)F methyl 4-(4-{[(tert-butoxy)carbonyl]amino} piperidin-1-yl)-3-(6-fluoro-4-methoxy-1H-1,3-benzodiazol-2-yl)-5-(3-fluoro-5-methylphenyl)pyridine-2-carboxylate